S1C(=NC2=C1C=CC=C2)C2N(CC(C2)O)C(C(C(C)C)N2N=NC(=C2)C=2SC(=CC2)Cl)=O 1-(2-(benzo[d]thiazol-2-yl)-4-hydroxypyrrolidin-1-yl)-2-(4-(5-chlorothien-2-yl)-1H-1,2,3-triazol-1-yl)-3-methylbutan-1-one